NC1=C(C(=O)O)C(=CC=C1)N 2,6-diamino-benzoic acid